OC1[C@@H]2CN(C[C@H]12)C(=O)OC(C)(C)C tert-butyl (1R,5S,6s)-6-hydroxy-3-azabicyclo[3.1.0]hexane-3-carboxylate